5-chloro-1-methyl-1H-pyrazolo[3,4-c]pyridazin-3-ol ClC=1C=C2C(=NN1)N(N=C2O)C